C1(CC1)N1N=C(C(=C1)I)C(C(C)C)=O 1-(1-cyclopropyl-4-iodo-pyrazol-3-yl)-2-methyl-propan-1-one